1,3,4-thiadiazol-2-yl piperidine-1-carboxylate N1(CCCCC1)C(=O)OC=1SC=NN1